FC1=C(C=C(C=C1)NC(=O)C=1N(C=C2C1CCC2=O)C)C N-(4-fluoro-3-methylphenyl)-2-methyl-4-oxo-2,4,5,6-tetrahydrocyclopenta[c]pyrrole-1-carboxamide